methyl 1-fluoro-3-[[7-(5-methyl-1,2,4-oxadiazol-3-yl)-1-isoquinolyl]amino]cyclobutanecarboxylate FC1(CC(C1)NC1=NC=CC2=CC=C(C=C12)C1=NOC(=N1)C)C(=O)OC